FC1(CCC(CC1)[C@H](NC(=O)C1=NON=C1C)C=1N=C2N(N=C(C=N2)C[C@@H]2C(NC[C@@H](C2)C(F)(F)F)=O)C1)F N-((S)-(4,4-difluorocyclohexyl)(2-(((3R,5R)-2-oxo-5-(trifluoromethyl)piperidin-3-yl)methyl)imidazo[1,2-b][1,2,4]triazin-6-yl)methyl)-4-methyl-1,2,5-oxadiazole-3-carboxamide